azobis(2-methylbutanenitrile) N(=NC(C#N)(CC)C)C(C#N)(CC)C